NC=1N=C(SC1C(=O)C=1C=NC(=CC1)OC(F)F)NC=1C=NC(=CC1)OC(F)(F)F (4-amino-2-{[6-(trifluoromethoxy)pyridin-3-yl]amino}-1,3-thiazol-5-yl)[6-(difluoromethoxy)pyridin-3-yl]methanone